ClC=1C=C(CNC(C(C)(C2=CC=CC=C2)C)=O)C=C(C1C1C(NC(CC1)=O)=O)C#N N-(3-chloro-5-cyano-4-(2,6-dioxopiperidin-3-yl)benzyl)-2-methyl-2-phenylpropanamide